ClC=1OC2=C(N1)C=C(C(=C2)F)F 2-chloro-5,6-difluoro-1,3-benzoxazole